C(=C)[Si](O[Si](C1=CC=CC=C1)(O[Si](C=C)(C)C)O[Si](C=C)(C)C)(C)C tris(vinyldimethyl-siloxy)phenylsilane